1-methyl-N-(1-((2-(trifluoromethyl)imidazo[1,2-a]pyridin-5-yl)amino)piperidin-4-yl)-1H-pyrazole-4-carboxamide CN1N=CC(=C1)C(=O)NC1CCN(CC1)NC1=CC=CC=2N1C=C(N2)C(F)(F)F